4,6-difluoro-7-propyl-dibenzofuran-triflate OS(=O)(=O)C(F)(F)F.FC1=CC=CC2=C1OC1=C2C=CC(=C1F)CCC